N=1N2C(C=NC1)=NC=C2 imidazo[2,1-f][1,2,4]triazin